COCCCOC1=C(C(=NC=C1)C[S@@](=O)C1=NC2=C(N1)C=CC=C2)C |r| (RS)-2-([4-(3-Methoxypropoxy)-3-methylpyridin-2-yl]methylsulfinyl)-1H-benzo[d]imidazole